C(C)(=O)N[C@H]1C(O)O[C@@H]([C@H]([C@@H]1O)O[C@H]1[C@H](NC(C)=O)[C@@H](O)[C@@H](O)[C@H](O1)CO)CO N,N'-diacetyllactosediamine